N[C@H](CC1=C(C=2N=NC=C(C2S1)NCC=1SC=CC1)C)CC#C 6-[(2S)-2-aminopent-4-yn-1-yl]-7-methyl-N-(thiophen-2-ylmethyl)thieno[3,2-c]pyridazin-4-amine